2-amino-9-(1,3-dihydroxypropan-2-yloxymethyl)-1H-purin-6-one NC=1NC(C=2N=CN(C2N1)COC(CO)CO)=O